ClC1=C(C=CC(=C1)F)C1(CC1)C1=NOC(=N1)C1=NN(C(=C1)C(F)F)CC(=O)N1CCCC1 2-(3-(3-(1-(2-Chloro-4-fluorophenyl)cyclopropyl)-1,2,4-oxadiazol-5-yl)-5-(difluoromethyl)-1H-pyrazol-1-yl)-1-(pyrrolidin-1-yl)ethan-1-one